6-[(5R,8aS)-1-(1-methanesulfonyl-1-methyl-ethyl)-5-methyl-5,6,8a,9-tetrahydro-8H-7,10-dioxa-2,4,4b-triazaphenanthren-3-yl]-quinolin-2-ylamine CS(=O)(=O)C(C)(C)C1=NC(=NC=2N3[C@@H](COC[C@H]3COC12)C)C=1C=C2C=CC(=NC2=CC1)N